N,N-diethyl-N'-({4-[5-(trifluoromethyl)-1,2,4-oxadiazol-3-yl]phenyl}methyl)urea C(C)N(C(=O)NCC1=CC=C(C=C1)C1=NOC(=N1)C(F)(F)F)CC